acryloyloxy-phenylalanin C(C=C)(=O)ON[C@@H](CC1=CC=CC=C1)C(=O)O